COC=1C=CC(=C2C=CNC12)CN (7-methoxy-1H-indol-4-yl)methanamine